(+/-)-N-[(3-{4-[(1-methylpyrrolidin-3-yl)amino]-1-(2,2,2-trifluoroethyl)-1H-indol-2-yl}-1,2,4-oxadiazol-5-yl)methyl]cyclopropanecarboxamide CN1C[C@@H](CC1)NC1=C2C=C(N(C2=CC=C1)CC(F)(F)F)C1=NOC(=N1)CNC(=O)C1CC1 |r|